[Cl-].C(C)N1C=[N+](C=C1)C 1-ethyl-3-methylimidazolium chloride salt